FC(S(=O)(=O)OC=1CCN(C1)C(=O)OCC1=CC=CC=C1)(F)F benzyl 4-(((trifluoromethyl) sulfonyl) oxy)-2,3-dihydro-1H-pyrrole-1-carboxylate